FC1=C(C=CC(=C1)F)S(=O)(=O)NC=1C(=NC=C(C1)C=1C=C2C(=NC=NC2=CC1)N1CCN(CC1)C(\C=C\C(C)=O)=O)SC (E)-2,4-difluoro-N-(2-(methylthio)-5-(4-(4-(4-oxopent-2-enoyl)piperazin-1-yl)quinazolin-6-yl)pyridin-3-yl)benzenesulfonamide